ClC1=CC=C2CCCC(C2=C1)CC=O 7-chloro-1,2,3,4-tetrahydronaphthalene-1-acetaldehyde